2-(6-((2S,5R)-4-(1-(3-(difluoromethyl)-5-fluorophenyl)ethyl)-2,5-dimethylpiperazin-1-yl)-9-ethyl-3-methyl-2-oxo-3,9-dihydro-2H-purin-8-yl)acetonitrile FC(C=1C=C(C=C(C1)F)C(C)N1C[C@@H](N(C[C@H]1C)C=1C=2N=C(N(C2N(C(N1)=O)C)CC)CC#N)C)F